N-(2-((S)-1-(3-ethoxy-4-methoxyphenyl)-2-(methylsulfonyl)ethyl)-1,3-dioxoisoindolin-4-yl)-nonanamide C(C)OC=1C=C(C=CC1OC)[C@@H](CS(=O)(=O)C)N1C(C2=CC=CC(=C2C1=O)NC(CCCCCCCC)=O)=O